5-[4-(cyclopentylmethyl)phenyl]-2-pyrimidin-2-yl-3-[3-(fluoromethyl)-2-methyl-azetidine-1-carbonyl]-4H-pyrazolo[1,5-a]pyrimidin-7-one C1(CCCC1)CC1=CC=C(C=C1)C=1NC=2N(C(C1)=O)N=C(C2C(=O)N2C(C(C2)CF)C)C2=NC=CC=N2